N-(3-chloro-5-(methylsulfonyl)phenyl)-5-(5,5'-difluoro-[3,3'-bipyridin]-2-yl)-1-methyl-1H-pyrrole-3-carboxamide ClC=1C=C(C=C(C1)S(=O)(=O)C)NC(=O)C1=CN(C(=C1)C1=NC=C(C=C1C=1C=NC=C(C1)F)F)C